2-fluoro-3,5-dichloropyridine FC1=NC=C(C=C1Cl)Cl